2-phenyl-7,11b-dihydro-6H-indeno[2,1-c]chromene-3,6a,9,10-tetrol C1(=CC=CC=C1)C=1C=C2C3C(COC2=CC1O)(CC1=CC(=C(C=C13)O)O)O